N=1C=CN2C1N=CC(=C2)C=2C=CN1N=C(N=C(C12)OC)NC1CC2(COC2)C1 5-(Imidazo[1,2-a]pyrimidin-6-yl)-4-methoxy-N-(2-oxaspiro[3.3]heptane-6-yl)pyrrolo[2,1-f][1,2,4]triazin-2-amine